4-(2-(4-chloro-2-fluorophenyl)-2-methylbenzo[d][1,3]dioxol-4-yl)piperidine p-toluenesulfonate CC1=CC=C(C=C1)S(=O)(=O)O.ClC1=CC(=C(C=C1)C1(OC2=C(O1)C=CC=C2C2CCNCC2)C)F